(S)-N-(bis(4-chlorophenyl)methyl)-4-methyl-2,5-dioxoimidazolidine-4-carboxamide ClC1=CC=C(C=C1)C(NC(=O)[C@@]1(NC(NC1=O)=O)C)C1=CC=C(C=C1)Cl